(1r,3r)-3-((5-(imidazo[1,2-a]pyridin-6-yl)-7H-pyrrolo[2,3-d]pyrimidin-2-yl)amino)-N,N,1-trimethylcyclobutane-1-carboxamide N=1C=CN2C1C=CC(=C2)C2=CNC=1N=C(N=CC12)NC1CC(C1)(C(=O)N(C)C)C